N-(8-(ethylamino)-5-((trimethylsilyl)ethynyl)-2,7-naphthyridin-3-yl)cyclopropanecarboxamide ethyl-5-amino-1H-pyrazole-4-carboxylate C(C)OC(=O)C=1C=NNC1N.C(C)NC=1N=CC(=C2C=C(N=CC12)NC(=O)C1CC1)C#C[Si](C)(C)C